(4S)-1-(2-amino-3,3-dimethylbutyryl)-4-hydroxy-N-(4-(4-methylthiazol-5-yl)benzyl)pyrrolidine-2-carboxamide NC(C(=O)N1C(C[C@@H](C1)O)C(=O)NCC1=CC=C(C=C1)C1=C(N=CS1)C)C(C)(C)C